CN(C(C(C1=CNC2=CC=CC(=C12)OCC1=CC=CC=C1)=O)=O)C N,N-dimethyl-α-oxo-4-(phenylmethoxy)-1H-indole-3-acetamide